(2S,4R)-1-((S)-2-(2-chloroacetamido)-3,3-dimethylbutanoyl)-4-hydroxy-N-(4-(4-methyl-1λ3,3λ2-thiazol-5-yl)benzyl)pyrrolidine-2-carboxamide ClCC(=O)N[C@H](C(=O)N1[C@@H](C[C@H](C1)O)C(=O)NCC1=CC=C(C=C1)C1=C([N]C=[S]1)C)C(C)(C)C